4-(5-cyano-2-methoxyphenyl)-6-methyl-N-(5-(tetrahydrofuran-3-yl)thiazolo[5,4-b]pyridin-2-yl)nicotinamide C(#N)C=1C=CC(=C(C1)C1=CC(=NC=C1C(=O)NC=1SC2=NC(=CC=C2N1)C1COCC1)C)OC